tert-butyl 2'-(2-hydroxypyrimidin-4-yl)-4'-oxo-1',4',5',6'-tetrahydrospiro[piperidine-3,7'-pyrrolo[3,2-c]pyridine]-1-carboxylate OC1=NC=CC(=N1)C1=CC=2C(NCC3(C2N1)CN(CCC3)C(=O)OC(C)(C)C)=O